methyl (2S)-2-amino-4-(tert-butoxycarbonylamino)butanoate N[C@H](C(=O)OC)CCNC(=O)OC(C)(C)C